COC=1C=C2C(OC(C2=CC1)=O)=O 5-Methoxyisobenzofuran-1,3-dione